5-Chloro-6-cyclobutyl-2-((3s,5r)-4,4-difluoro-3,5-dimethylpiperidin-1-yl)-N-(2-sulfamoylpyridin-4-yl)nicotinamide ClC=1C(=NC(=C(C(=O)NC2=CC(=NC=C2)S(N)(=O)=O)C1)N1C[C@@H](C([C@@H](C1)C)(F)F)C)C1CCC1